C(CCCCCCCCCCCCCCC)(=O)OC[C@@H](OC(CCCCCCC\C=C/CCCCCCCC)=O)COP(=O)(O)OC[C@H](N)C(=O)O 1-palmitoyl-2-Oleoyl-sn-glycero-3-phosphoserine